CC1=C(C=CC(=C1)O)N methyl-4-hydroxylbenzeneamine